C(C)(C)OCCN(CC[C@@H](C(=O)O)NC([C@@H](C)C1=CC=CC=C1)=O)CCCCC1=NC=2NCCCC2C=C1 (S)-4-((2-isopropoxyethyl)(4-(5,6,7,8-tetrahydro-1,8-naphthyridin-2-yl)butyl)amino)-2-((S)-2-phenylpropanamido)butanoic acid